2-chloro-6-cyclopropyl-3-[4-fluoro-4-(4-methyl-4H-1,2,4-triazol-3-yl)piperidin-1-yl]pyridine-4-carbonitrile ClC1=NC(=CC(=C1N1CCC(CC1)(C1=NN=CN1C)F)C#N)C1CC1